N,N'-di-tert-butoxycarbonyl-N'-(trifluoromethanesulfonyl)guanidine C(C)(C)(C)OC(=O)NC(=N)N(S(=O)(=O)C(F)(F)F)C(=O)OC(C)(C)C